O1C=NCCC=C1 4,5-dihydro-1,3-oxaazepin